C(C)S(=O)(=O)C=1N(N=C2C=C(C=CC12)N(C(C)=O)C)C=1C=C2C(=CN1)N(N=C2)CC(C(F)(F)F)(F)F N-[3-ethylsulfonyl-2-[1-(2,2,3,3,3-pentafluoropropyl)pyrazolo[3,4-c]pyridin-5-yl]indazol-6-yl]-N-methyl-acetamide